FC(C1=C(C=CC(=C1N)N)C1=C(C=CC=C1)C(F)(F)F)(F)F 2,2'-di(trifluoromethyl)diaminobiphenyl